(1,2-di(3-pyridyl) ethylene) (1,2,4,5-benzenetetra-formate) C=12C(=CC(=C(C1)C(=O)OC(C(C=1C=NC=CC1)OC2=O)C=2C=NC=CC2)C(=O)[O-])C(=O)[O-]